4-((tetrahydro-2H-pyran-4-yl)amino)phenethylcarbamic acid tert-butyl ester C(C)(C)(C)OC(NCCC1=CC=C(C=C1)NC1CCOCC1)=O